C(C1=CC=CC=C1)OCCNC=1N(C(CNC1)=O)Br 5-((2-(benzyloxy)ethyl)amino)-4-bromopyrazin-3(2H)-one